2-methylpropan sodium [Na].CC(C)C